butanamide ethyl-(R)-3-(bromomethyl)hexanoate C(C)OC(C[C@@H](CCC)CBr)=O.C(CCC)(=O)N